quaterpyridyl N1=C(C=CC=C1)C1=NC=CC=C1C1=NC=CC=C1C1=NC=CC=C1